CN(S(=O)(=O)C1=CC=C(C=C1)N\C(=C\1/C(NC2=CC(=CC=C12)C(=O)OC)=O)\C1=CC=CC=C1)OCCN1CCN(CC1)C (Z)-Methyl 3-(((4-(N-methyl-N-(2-(4-methylpiperazin-1-yl)ethoxy)sulfamoyl)phenyl)amino)(phenyl)methylene)-2-oxoindoline-6-carboxylate